(R)-5-amino-N-((S)-1-(4-bromo-2-fluorophenyl)ethyl)-N-ethyl-6-methyl-6,8-dihydro-1H-furo[3,4-d]pyrrolo[3,2-b]pyridine-2-carboxamide NC1=C2C(=C3C(=N1)C=C(N3)C(=O)N(CC)[C@@H](C)C3=C(C=C(C=C3)Br)F)CO[C@@H]2C